ClC1=C(C(=O)NC2=C(C(=C(C=C2)F)NC(=O)C2(CC2)C#N)F)C=C(C=C1)NC(=O)[C@@H]1C([C@H]1C1=CC(=C(C=C1)Cl)Cl)(Cl)Cl 2-Chloro-N-(3-(1-cyanocyclopropane-1-carboxamido)-2,4-difluorophenyl)-5-((1R,3R)-2,2-dichloro-3-(3,4-dichlorophenyl)cyclopropane-1-carboxamido)benzamide